C(C)C1(C2=CC=CC=C2NC=2C=C(C=CC12)O)CC 9,9-diethyl-9,10-dihydroacridin-3-ol